3-(3,4-dichloro-2-methyl-2H-indazol-5-yl)-5-methyl-6-{3-oxa-7,9-diazabicyclo[3.3.1]nonan-7-yl}-1H,4H,5H-pyrazolo[3,4-d]pyrimidin-4-one hydrochloride salt Cl.ClC=1N(N=C2C=CC(=C(C12)Cl)C1=NNC=2N=C(N(C(C21)=O)C)N2CC1COCC(C2)N1)C